N-[4-(5-tert-butyl-1H-pyrazol-3-yl)-3-{[(dimethylamino)methylene]sulfamoyl}phenyl]-2-(2-chlorophenyl)acetamide C(C)(C)(C)C1=CC(=NN1)C1=C(C=C(C=C1)NC(CC1=C(C=CC=C1)Cl)=O)S(N=CN(C)C)(=O)=O